1-[4-(trifluoromethoxy)phenyl]cyclopropane FC(OC1=CC=C(C=C1)C1CC1)(F)F